5-amino-N-{4-[3-aminopiperidin-1-yl]thieno[2,3-b]pyridin-5-yl}-2-(2,6-difluorophenyl)-1,3-thiazole-4-carboxamide NC1=C(N=C(S1)C1=C(C=CC=C1F)F)C(=O)NC=1C(=C2C(=NC1)SC=C2)N2CC(CCC2)N